3-(3,4-difluorobenzyl)imidazolidine-2,4-dione FC=1C=C(CN2C(NCC2=O)=O)C=CC1F